N-(2,3-dihydrobenzo[b][1,4]dioxin-6-yl)-2-(3-(4-methoxyphenyl)-6-oxopyridazin-1(6H)-yl)acetamide O1C2=C(OCC1)C=C(C=C2)NC(CN2N=C(C=CC2=O)C2=CC=C(C=C2)OC)=O